3-[5-(difluoromethyl)-1,3,4-thiadiazol-2-yl]-6-fluoro-N-(3-methyloxetan-3-yl)-2-oxo-1-(prop-2-yn-1-yl)-1,3-benzodiazole-5-sulfonamide FC(C1=NN=C(S1)N1C(N(C2=C1C=C(C(=C2)F)S(=O)(=O)NC2(COC2)C)CC#C)=O)F